N1N=NC2=C1C=CC(=C2)C#CC2=C1C=C(N=CC1=C(N=C2)NC)NC(COCCOCCCl)=O N-[5-[2-(1H-benzotriazol-5-yl)ethynyl]-8-(methylamino)-2,7-naphthyridin-3-yl]-2-[2-(2-chloroethoxy)ethoxy]acetamide